COCC(N)C1=CC(=CC=C1)C(COC)[N+](=O)[O-] 2-methoxy-1-(3-(2-methoxy-1-nitroethyl)phenyl)ethan-1-amine